CC1(CCCC2=CC=C(C=C12)C)C 1,1,7-trimethyl-1,2,3,4-tetrahydronaphthalene